N[C@@H](C(=O)OC)CNC(=O)C1=CC2=NC=CC(=C2S1)C(F)F Methyl (R)-2-amino-3-(7-(difluoromethyl)thieno[3,2-b]pyridine-2-carboxamido)propanoate